tert-butyl (7R)-7-[7-(8-methoxy-2-methyl-imidazo[1,2-b]pyridazin-6-yl)-5-oxo-thiazolo[3,2-a]pyrimidin-2-yl]-4-azaspiro[2.5]octane-4-carboxylate COC=1C=2N(N=C(C1)C=1N=C3N(C(C1)=O)C=C(S3)[C@@H]3CCN(C1(CC1)C3)C(=O)OC(C)(C)C)C=C(N2)C